CN(CCOCCC(=O)O)C 3-(2-(dimethylamino)ethoxy)propanoic acid